OC1=C(C(=O)C2=CC=CC=C2)C=CC(=C1)OCCCCCCCCCCCCC 2-hydroxy-4-tridecyloxybenzophenone